C1(CC1)C1=NN(C=N1)C1CC2(CN(C2)C(=O)N2CC3(CN(C3)S(=O)(=O)C(F)(F)F)C2)C1 [6-(3-cyclopropyl-1,2,4-triazol-1-yl)-2-azaspiro[3.3]heptan-2-yl]-(2-trifluoromethanesulfonyl-2,6-diazaspiro[3.3]heptan-6-yl)methanone